CC12CCCC1C1CCC=3C=CC=CC3C1CC2 13-methyl-7,8,9,11,12,13,14,15,16,17-decahydro-6H-cyclopenta[a]phenanthrene